N,N,N',N'-tetraisopropylpropane-1,3-diamine C(C)(C)N(CCCN(C(C)C)C(C)C)C(C)C